3-((3,3-dibutyl-7-(methylsulfanyl)-1,1-dioxo-5-phenyl-2,3,4,5-tetrahydrobenzo-1,2,5-thiadiazepin-8-yl)oxy)propanoic acid C(CCC)C1(NS(C2=C(N(C1)C1=CC=CC=C1)C=C(C(=C2)OCCC(=O)O)SC)(=O)=O)CCCC